diethyl tetrahydrofuran-3,3-dicarboxylate O1CC(CC1)(C(=O)OCC)C(=O)OCC